FC(C=1N=C(NC1)CCC(F)(F)F)(F)F 4-(trifluoromethyl)-2-(3,3,3-trifluoropropyl)-1H-imidazole